2-[2-(aminomethyl)-3,3-difluoro-allyl]-4-(6-bromo-3-pyridinyl)-1,2,4-triazol-3-one NCC(CN1N=CN(C1=O)C=1C=NC(=CC1)Br)=C(F)F